5-[4-[4-[(3S)-1-(3-fluoropropyl)pyrrolidin-3-yl]oxyphenyl]-7-hydroxy-2H-thiochromen-3-yl]indolin-2-one FCCCN1C[C@H](CC1)OC1=CC=C(C=C1)C1=C(CSC2=CC(=CC=C12)O)C=1C=C2CC(NC2=CC1)=O